3-(1-(2,6-dicarbonylpiperidin-3-yl)-3-methyl-1H-7-azaindazol-4-yl)propane C(=O)=C1NC(CCC1N1N=C(C2=C(C=CN=C12)CCC)C)=C=O